N-isopropyl-2-((4-(pyridin-2-yl)thiazol-2-yl)amino)isonicotinamide C(C)(C)NC(C1=CC(=NC=C1)NC=1SC=C(N1)C1=NC=CC=C1)=O